N[C@@H]1CN(CC1)C1=NC(=CC(=N1)N1CC=2C(=NC=CC2C1=O)C1=C(C=CC=C1OC)F)CC 2-(2-((S)-3-aminopyrrolidin-1-yl)-6-ethylpyrimidin-4-yl)-4-(2-fluoro-6-methoxyphenyl)-2,3-dihydro-1H-pyrrolo[3,4-c]pyridin-1-one